1-[(1R)-1-(ethoxymethyl)-2-methyl-propyl]imidazo[4,5-c]quinolin-4-amine C(C)OC[C@@H](C(C)C)N1C=NC=2C(=NC=3C=CC=CC3C21)N